C(C)C1C(C(=O)O)(O1)C1=CC=CC=C1.CC1(C(O1)C(=O)OCC)C1=CC=CC=C1 ethyl 3-methyl-3-phenyloxirane-2-carboxylate (ethylphenyl glycidate)